[Cl-].[Cl-].C1(=CC=CC=C1)C(=[Zr+2](C1=C(C(=CC=2C3=CC(=C(C=C3CC12)C(C)(C)C)C(C)(C)C)C(C)(C)C)C(C)(C)C)C1C=CC=C1)C1=CC(=CC=C1)Cl phenyl(m-chlorophenyl)methylene(cyclopentadienyl)(2,3,6,7-tetra-tert-butylfluorenyl)zirconium dichloride